NC=1C=C(C=C2C=C(N=CC12)NC(=O)[C@H]1[C@@H](C1)C(=O)N)S(N(C)C)(=O)=O |r| (±)-trans-N-(8-amino-6-(N,N-dimethylsulfamoyl)isoquinolin-3-yl)cyclopropane-1,2-dicarboxamide